4-(1-methyl-3-pyridazin-4-yl-pyrazol-4-yl)-1H-pyrrolo[2,3-b]Pyridine CN1N=C(C(=C1)C1=C2C(=NC=C1)NC=C2)C2=CN=NC=C2